C(CCCCCCCCC)OCOCCCC(C)[Mg]Cl 4-decyloxymethoxy-1-methylbutylmagnesium chloride